diisopropyl allyl phosphate P(=O)(OC(C)C)(OC(C)C)OCC=C